tert-butyl (5-bromo-3-((4-hydroxyphenethyl)carbamoyl) thiophen-2-yl)carbamate BrC1=CC(=C(S1)NC(OC(C)(C)C)=O)C(NCCC1=CC=C(C=C1)O)=O